ClC=1N=CC2=C(N1)N(C(=C2)C(=O)O)C2CC(CC2)(F)F 2-chloro-7-(3,3-difluorocyclopentyl)-7H-pyrrolo[2,3-d]pyrimidine-6-carboxylic acid